ClC=1C=C(C=2N(N1)C(=NN2)C2CC2)N 6-chloro-3-cyclopropyl-[1,2,4]triazolo[4,3-b]pyridazin-8-amine